(+/-)-cyclopropyl-(3-(trifluoromethyl)phenyl)methylamine hydrochloride Cl.C1(CC1)NCC1=CC(=CC=C1)C(F)(F)F